OC(C(=O)[O-])C 2-hydroxypropionate